CC1=C(C=NN1)C#N 5-methyl-1H-pyrazole-4-carbonitrile